FC1CNCCC1(N)C1=CC=CC=C1 3-fluoro-4-phenylpiperidine-4-amine